N-(1-butyrylpiperidin-4-yl)-4-(quinazolin-4-ylamino)benzenesulfonamide C(CCC)(=O)N1CCC(CC1)NS(=O)(=O)C1=CC=C(C=C1)NC1=NC=NC2=CC=CC=C12